FC1(CCC(CC1)[C@@H](C(NC1=NC=CC(=C1)CN1C(N[C@@H](C1)C(F)(F)F)=O)=O)NC(OCC1=CC=CC=C1)=O)F Benzyl ((S)-1-(4,4-difluorocyclohexyl)-2-oxo-2-((4-(((S)-2-oxo-4-(trifluoromethyl)-imidazolidin-1-yl)methyl)pyridin-2-yl)amino)ethyl)carbamate